BrCCC(=O)N1CCN(C2=CC(=CC=C12)F)C1=CC=C(C=C1)F 3-Bromo-1-(6-fluoro-4-(4-fluorophenyl)-3,4-dihydroquinoxalin-1(2H)-yl)propan-1-one